CN1C(C(=C(C2=CC=CC=C12)N1CCC(CC1)C=1OC2=C(N1)C=C(C=C2)N2C(CCC2)=O)C(=O)N)=O 1-methyl-2-oxo-4-{4-[5-(2-oxopyrrolidin-1-yl)-1,3-benzooxazol-2-yl]piperidin-1-yl}-1,2-dihydroquinoline-3-carboxamide